CC1=C(C=CC=2N=CNC21)C 4,5-dimethylbenzimidazole